L-5-hydroxytryptophane OC1=CC=C2NC=C(C[C@H](N)C(=O)O)C2=C1